C(C)(C)(C)C1=C(C(=CC(=C1)C)C(C)(C)C)[O-].[Na+] sodium 2,6-di-tert-butyl-4-methylphenolate